FC1=CC(=C(C=C1)C=1C=C2C(=NC1)N(C(N2C[C@@H]2OCC2)=O)C)C |r| (R/S)-6-(4-fluoro-2-methyl-phenyl)-3-methyl-1-(oxetan-2-ylmethyl)imidazo[4,5-b]pyridin-2-one